C(#N)C1=C(C=C(OC2C(C(C2(C)C)C2=C(C(=O)N)C=CC=C2)(C)C)C=C1)OC [3-(4-cyano-3-methoxy-phenoxy)-2,2,4,4-tetramethyl-cyclobutyl]benzamide